C(C)(C)O Iso-Propylalcohol